2-chloro-6-[3-[[(1S,4R)-norbornan-2-yl]methoxy]pyrazol-1-yl]pyridine-3-carboxylic acid ClC1=NC(=CC=C1C(=O)O)N1N=C(C=C1)OCC1[C@H]2CC[C@@H](C1)C2